methyl triethyl orthosilicate [Si](OC)(OCC)(OCC)OCC